4-(acetoxy)-2-methylnaphthalen-1-yl acetate C(C)(=O)OC1=C(C=C(C2=CC=CC=C12)OC(C)=O)C